pyrido[3,4-d]pyridazin-5-amine C1=C2C(=CN=N1)C(=NC=C2)N